O1CC(C(C2=CC=CC=C12)=O)=O chroman-3,4-dione